3-(4-Bromo-2-fluorobenzyl)-1-(3-fluoropropyl)azetidine BrC1=CC(=C(CC2CN(C2)CCCF)C=C1)F